C1(CC1)CN1C[C@@H](CCC1)N1C(NC2=C1C=C(C(=C2)C=2C=C(C=1N(C2)N=CN1)OC)C(C)C)=O (R)-1-(1-(cyclopropylmethyl)piperidin-3-yl)-6-isopropyl-5-(8-methoxy-[1,2,4]triazolo[1,5-a]pyridin-6-yl)-1,3-dihydro-2H-benzo[d]imidazol-2-one